benzo1,3-benzodioxole-6,7-dicarboxaldehyde O1COC2=C1C1=C(C=C2)C(=C(C=C1)C=O)C=O